n-hexyl-(trimethylsilylmethyl)dimethoxysilane C(CCCCC)[Si](OC)(OC)C[Si](C)(C)C